5-ethyl-2-naphthol dihydrochloride Cl.Cl.C(C)C1=C2C=CC(=CC2=CC=C1)O